FC1=C(C=C(C=C1)NC(=O)C1=C(N(C(=C1C)C(C(NC1(CCCCC1)C1=NC(=NO1)C1=NC=CN=C1)=O)=O)C)C)C N-(4-fluoro-3-methylphenyl)-1,2,4-trimethyl-5-(2-oxo-2-((1-(3-(pyrazin-2-yl)-1,2,4-oxadiazol-5-yl)cyclohexyl)amino)acetyl)-1H-pyrrole-3-carboxamide